O1CCC2=NC=CC(=C21)C(=O)N 3H-furo[3,2-b]pyridine-7-carboxamide